6-(5,6-Dihydroimidazo[1,2-a]pyrazin-7(8H)-yl)-5-(2-((1-methylcyclopentyl)methyl)oxazol-5-yl)picolinonitril N=1C=CN2C1CN(CC2)C2=C(C=CC(=N2)C#N)C2=CN=C(O2)CC2(CCCC2)C